2-chloro-N3-methoxy-N3-methyl-4-(methylsulfonyl)-N1-(1-methyl-1H-tetrazol-5-yl)isophthalamide ClC1=C(C(=O)NC2=NN=NN2C)C=CC(=C1C(=O)N(C)OC)S(=O)(=O)C